5-amino-4-hydroxy-1,3-benzenedisulfonic acid NC=1C(=C(C=C(C1)S(=O)(=O)O)S(=O)(=O)O)O